2-cyano-3-[[5-(3,5-dichlorophenyl)-5-(trifluoromethyl)-4H-isoxazol-3-yl]amino]benzoic acid C(#N)C1=C(C(=O)O)C=CC=C1NC1=NOC(C1)(C(F)(F)F)C1=CC(=CC(=C1)Cl)Cl